ClC=1C=C(C=CC1)N1CCN(CC1)CCC[C@@H]1NC(C2(C1)CCN(CC2)S(=O)(=O)C)=O (S)-3-(3-(4-(3-chlorophenyl)piperazin-1-yl)propyl)-8-(methylsulfonyl)-2,8-diazaspiro[4.5]decan-1-one